tert-Butyl (7-chloro-5-(4-(1-(4,4-difluoropiperidin-1-yl)ethyl)phenyl)benzofuran-2-yl)methylcarbamate ClC1=CC(=CC=2C=C(OC21)CNC(OC(C)(C)C)=O)C2=CC=C(C=C2)C(C)N2CCC(CC2)(F)F